COC1=NC=C(C2=C1N=C(S2)NC(C2=CC=C(C(=O)N(C)C)C=C2)=O)C=2C=NN(C2)C N-[4-Methoxy-7-(1-methyl-1H-pyrazol-4-yl)-thiazolo[4,5-c]pyridin-2-yl]-N',N'-dimethyl-terephthalamide